Ethyl 3-(3-(2-(2-(2-fluoro-5-((4,6,7-trifluoro-1H-indol-5-yl)oxy)phenyl)-1H-imidazol-5-yl)-5,5-dimethyl-1,3-dioxan-2-yl)phenyl)propanoate FC1=C(C=C(C=C1)OC=1C(=C2C=CNC2=C(C1F)F)F)C=1NC(=CN1)C1(OCC(CO1)(C)C)C=1C=C(C=CC1)CCC(=O)OCC